(1R,2R)-2-fluoro-N-[2-(2-methoxyphenyl)-1,3-dimethylpyrrolo[2,3-c]pyridin-5-yl]cyclopropane-1-carboxamide F[C@H]1[C@H](C1)C(=O)NC=1C=C2C(=CN1)N(C(=C2C)C2=C(C=CC=C2)OC)C